BrC=1C(=NC(=CC1F)S(=O)(=O)CC)OC 3-bromo-6-(ethylsulfonyl)-4-fluoro-2-methoxypyridine